2-(4-(5-chloro-2-(1H-tetrazol-1-yl)phenyl)-2,5-dioxopiperazin-1-yl)-N-(2-methyl-2H-indazol-5-yl)-3-phenylpropanamide ClC=1C=CC(=C(C1)N1CC(N(CC1=O)C(C(=O)NC1=CC2=CN(N=C2C=C1)C)CC1=CC=CC=C1)=O)N1N=NN=C1